[Fe+]=S.[C+4] carbon ferric sulfide